NC([C@@H](C1=CC=CC=C1)NC([C@@H](C1CC2=CC=CC=C2C1)NCC1=C(C=C(C=C1O)Cl)Cl)=O)=O (R)-N-((R)-2-amino-2-oxo-1-phenylethyl)-2-((2,4-dichloro-6-hydroxybenzyl)amino)-2-(2,3-dihydro-1H-inden-2-yl)acetamide